dicetyl-phosphonic acid C(CCCCCCCCCCCCCCC)OP(OCCCCCCCCCCCCCCCC)=O